S(=O)(=O)(O)O.N[C@@H]1CN(C[C@@H]([C@H]1O)C)C1=C2C(=NC=C1NC(=O)C1=NC(=C(C=C1)F)C1=C(C=CC=C1F)F)[C@@H](CC2)O N-{(R)-4-[(3R,4R,5S)-3-amino-4-hydroxy-5-methylpiperidin-1-yl]-7-hydroxy-6,7-dihydro-5H-cyclopenta[b]pyridin-3-yl}-6-(2,6-difluorophenyl)-5-fluoropyridinecarboxamide sulfate